(Z)-Ethyl (((2-methoxyphenyl)amino)((2-oxoethyl)thio)methylene)carbamate COC1=C(C=CC=C1)N/C(/SCC=O)=N/C(OCC)=O